CN1C=CC=2C1=NC=CC2C=O (1-methyl-1H-pyrrolo[2,3-b]pyridin-4-yl)methanone